ClC1=C(C=C(C=C1)NC(C1=C(C(=CC=C1OC1=C(C=C(C=C1)F)C)C(F)(F)F)F)=O)C(NO)=O N-(4-chloro-3-(N-hydroxycarbamoyl)phenyl)-2-fluoro-6-(4-fluoro-2-methylphenoxy)-3-(trifluoromethyl)benzamide